(R)-8-chloro-6-hydroxyoctanoic acid phenyl ester C1(=CC=CC=C1)OC(CCCC[C@H](CCCl)O)=O